(S)-2-(7-chloro-2-oxo-3-(pent-3-yl)-5-phenyl-2,3-dihydro-1H-benzo[e][1,4]diazepin-1-yl)-N-(benzenesulfonyl)acetamide ClC1=CC2=C(N(C([C@@H](N=C2C2=CC=CC=C2)C(CC)CC)=O)CC(=O)NS(=O)(=O)C2=CC=CC=C2)C=C1